CN(C)C=1C(=C(C(=O)NC=2SC(=CN2)[N+](=O)[O-])C=CC1)C (dimethylamino)-2-methyl-N-(5-nitrothiazol-2-yl)benzamide